2-((4,5-dihydrothieno[2,3-c]pyridin-7-yl)methyl)isoindoline-1,3-dione S1C=CC2=C1C(=NCC2)CN2C(C1=CC=CC=C1C2=O)=O